3-dimethylamino-2-propanol CN(CC(C)O)C